FC=1C(=CC(=NC1)COC=1C=C2CN(C(C2=CC1)=O)C1=NN(C(C=C1)=O)C)OC 5-[(5-Fluoro-4-methoxypyridin-2-yl)methoxy]-2-(1-methyl-6-oxo-1,6-di-hydropyridazin-3-yl)-2,3-dihydro-1H-isoindol-1-one